ClC=1C=C(C(=C(C=O)C1)I)OCOCC[Si](C)(C)C 5-chloro-2-iodo-3-(2-trimethylsilylethoxymethoxy)benzaldehyde